OC(=O)C(F)(F)F.FC1(C(NC(CC1)=O)=O)C1=CC=C(C=C1)C1CCN(CC1)CC(=O)O [4-[4-(3-fluoro-2,6-dioxo-3-piperidinyl)phenyl]-1-piperidinyl]acetic acid TFA salt